N1(CCCC1)CCCOC=1C(=CC=2CC[N+]3=C(C2C1)C=C1C=CC(=C(C1=C3)OCCCN3CCCC3)OCCCN3CCCC3)OCCCN3CCCC3 2,3,9,10-tetrakis(3-(pyrrolidin-1-yl)propoxy)-5,6-dihydroisoquinolino[3,2-a]isoquinolin-7-ium